F[C@H](CN1C(C2=CC(=C(C=C2C1)NC(=O)C=1C=NN2C1N=CC=C2)N2CCOCC2)=O)C(C)(C)O N-[2-[(2R)-2-fluoro-3-hydroxy-3-methyl-butyl]-6-morpholino-1-oxo-isoindolin-5-yl]pyrazolo[1,5-a]pyrimidine-3-carboxamide